N-[6-(5-chloro-1,3-benzoxazol-2-yl)spiro[3.3]heptan-2-yl]-5-(oxetan-3-ylsulfonyl)furan-2-carboxamide ClC=1C=CC2=C(N=C(O2)C2CC3(CC(C3)NC(=O)C=3OC(=CC3)S(=O)(=O)C3COC3)C2)C1